6-((3-chloro-5-nitropyridin-2-yl)oxy)-2-(4-fluorobenzyl)-3,4-dihydroisoquinolin-1(2H)-one ClC=1C(=NC=C(C1)[N+](=O)[O-])OC=1C=C2CCN(C(C2=CC1)=O)CC1=CC=C(C=C1)F